methyl 2,3-difluoro-4-methyl-5-(4,4,5,5-tetramethyl-1,3,2-dioxaborolan-2-yl)benzoate FC1=C(C(=O)OC)C=C(C(=C1F)C)B1OC(C(O1)(C)C)(C)C